tert-Butyl (4-(6-(2-methoxyethoxy)pyrrolo[2,1-f][1,2,4]triazin-4-yl)-2-methylbenzyl)carbamate COCCOC=1C=C2C(=NC=NN2C1)C1=CC(=C(CNC(OC(C)(C)C)=O)C=C1)C